C1(=CC=CC=C1)C(C1C2=CC(=CC=C2C=2C=CC(=CC12)C(C)(C)C)C(C)(C)C)(C1C=CC=C1)C1CCCCC1 phenyl-cyclohexyl-cyclopentadienyl-(2,7-di-tert-butylfluoren-9-yl)methane